7-chloro-8-(2-triisopropylsilylethynyl)naphthalen-1-ol ClC1=CC=C2C=CC=C(C2=C1C#C[Si](C(C)C)(C(C)C)C(C)C)O